C(C)(C)OCC1=CC=C(N)C=C1 4-(isopropoxymethyl)aniline